C[C@@H]1CCNC(OCC=2C=CC=C(C3=NNC4=CC=C(O1)C=C34)N2)=O (13R)-13-methyl-8,14-dioxa-10,19,20,23-tetraazatetracyclo[13.5.2.12,6.018,21]tricosa-1(20),2,4,6(23),15,17,21-heptaen-9-one